FC1=CC=C(C=C1)NC(=O)[C@H]1N[C@@H]2CC[C@H]1C2 (1R,3S,4S)-N-(4-fluorophenyl)-2-azabicyclo[2.2.1]heptane-3-carboxamide